ClC=1C=C(CNC(=O)[C@]2(C=3C=CC=NC3[C@H](CC2)O)F)C=CC1F (5S,8S)-N-(3-chloro-4-fluorobenzyl)-5-fluoro-8-hydroxy-5,6,7,8-tetrahydroquinoline-5-carboxamide